5-mercapto-3,4-dihydro-naphthalen-1(2H)-one SC1=C2CCCC(C2=CC=C1)=O